S1NC(C=N1)=O 1,2,5-thiadiazolin-3-one